COC=1C=C(C=C(C1OC)OC)C=1N=C(C=2NC3=CC=CC=C3C2C1)C(=O)NN (3,4,5-trimethoxyphenyl)-β-carbolinehydrazide